(S)-6-((E)-3-((1S,3S,5S)-2-Azabicyclo[3.1.0]hexan-3-yl)acryloyl)-4-(2-(1-ethyl-3-(trifluoromethyl)-1H-pyrazol-4-yl)phenyl)-4,5,6,7-tetrahydrothieno[2,3-c]pyridine-2-carbonitrile [C@H]12N[C@@H](C[C@@H]2C1)/C=C/C(=O)N1CC2=C([C@@H](C1)C1=C(C=CC=C1)C=1C(=NN(C1)CC)C(F)(F)F)C=C(S2)C#N